ClC=1N=C(C2=C(N1)N(C=C2)C)C2=CC=C(C=C2)C(F)(F)F 2-chloro-7-methyl-4-(4-(trifluoromethyl)phenyl)-7H-pyrrolo[2,3-d]pyrimidine